2,4-dimercapto-1,3,5-triazine SC1=NC=NC(=N1)S